1,8-bis(methoxymethyl)anthracene COCC1=CC=CC2=CC3=CC=CC(=C3C=C12)COC